Ethyl 2-(3,5-dimethyl-1-(4-(3-(1,3,4-trioxo-3,4-dihydroisoquinolin-2(1H)-yl)propanamido)benzyl)-1H-pyrazol-4-yl)acetate CC1=NN(C(=C1CC(=O)OCC)C)CC1=CC=C(C=C1)NC(CCN1C(C2=CC=CC=C2C(C1=O)=O)=O)=O